2-(4-Fluoro-2-methylphenoxy)-N-(2-methoxy-5-nitropyridin-4-yl)-4-(trifluoromethyl)benzamide methyl-8-(benzyloxy)-5-bromo-4-phenyl-1,6-naphthyridine-7-carboxylate COC(=O)C1=NC(=C2C(=CC=NC2=C1OCC1=CC=CC=C1)C1=CC=CC=C1)Br.FC1=CC(=C(OC2=C(C(=O)NC3=CC(=NC=C3[N+](=O)[O-])OC)C=CC(=C2)C(F)(F)F)C=C1)C